3-cyclopropoxy-5-(4,4,5,5-tetramethyl-1,3,2-dioxaborolan-2-yl)pyridazine C1(CC1)OC=1N=NC=C(C1)B1OC(C(O1)(C)C)(C)C